BOC-D-proline methyl ester COC([C@@H]1N(CCC1)C(=O)OC(C)(C)C)=O